E-crotonaldehyde C(\C=C\C)=O